(1e,4e)-1,5-bis(2-bromo-3-hydroxy-4-methoxyphenyl)penta-1,4-dien-3-one butyl-4,4-di(tert-butylperoxy)valerate C(CCC)OC(CCC(C)(OOC(C)(C)C)OOC(C)(C)C)=O.BrC1=C(C=CC(=C1O)OC)\C=C\C(\C=C\C1=C(C(=C(C=C1)OC)O)Br)=O